(R)-5-fluoro-3-(1-(3-(4-(hydroxymethyl)pyridin-2-yl)imidazo[1,2-b]pyridazin-6-yl)pyrrolidin-2-yl)pyridin-2(1H)-one FC=1C=C(C(NC1)=O)[C@@H]1N(CCC1)C=1C=CC=2N(N1)C(=CN2)C2=NC=CC(=C2)CO